C(C)OC1=NNC2=NC(=CN=C21)N2CCC1(CC(N(C1)C=1C=NC(=CC1)C(F)(F)F)=O)CC2 8-(3-ethoxy-1H-pyrazolo[3,4-b]pyrazin-6-yl)-2-(6-(trifluoromethyl)pyridin-3-yl)-2,8-diazaspiro[4.5]decan-3-one